4-bromo-3-[4-(methoxymethyl)benzyloxy]thiophene-2-carboxylic acid BrC=1C(=C(SC1)C(=O)O)OCC1=CC=C(C=C1)COC